(6-(6-(6-(1-aminocyclobutyl)pyridin-2-yl)-4-(2-methoxyethoxy)-1H-indazol-1-yl)pyrazin-2-yl)methanol NC1(CCC1)C1=CC=CC(=N1)C1=CC(=C2C=NN(C2=C1)C1=CN=CC(=N1)CO)OCCOC